C(C=C)N1C(C2=CC=C(C=C2C1(C)C)NC1=NC=C(C(=N1)N[C@H](CO)C1=CC=CC=C1)C1=NC(=NO1)C=1C=NC=CC1)=O (S)-2-allyl-5-((4-((2-hydroxy-1-phenylethyl)amino)-5-(3-(pyridin-3-yl)-1,2,4-oxadiazol-5-yl)pyrimidin-2-yl)amino)-3,3-dimethylisoindolin-1-one